O1C(=NCC1)CCCCCCCCC=1OCCN1 octamethylenebis(2-oxazoline)